C(C1=CC=CC=C1)OC(=O)N1CC=2N=C(N=C(C2CC1)Cl)SC 4-chloro-2-methylsulfanyl-6,8-dihydro-5H-pyrido[3,4-d]pyrimidine-7-carboxylic acid benzyl ester